ClC1=CC(=NC(N1)=O)N1[C@H](CCCC1)CO (R)-6-chloro-4-(2-(hydroxymethyl)piperidin-1-yl)pyrimidin-2(1H)-one